1-(2-methyl-4-(piperazin-1-yl)phenyl)dihydropyrimidine-2,4(1H,3H)-dione CC1=C(C=CC(=C1)N1CCNCC1)N1C(NC(CC1)=O)=O